tert-butyl 6-(5-methyl-3-(5,8-diazaspiro[3.5]nonan-5-yl)-1H-pyrazol-1-yl)-2-azaspiro[3.3]heptane-2-carboxylate CC1=CC(=NN1C1CC2(CN(C2)C(=O)OC(C)(C)C)C1)N1C2(CCC2)CNCC1